2,6-bis(methoxymethyl)hydroxymethyl-4-methylphenol COCC1=C(C(=CC(=C1CO)C)COC)O